CN(CC=O)C1=CC(=CC=C1)C 2-[METHYL(3-METHYLPHENYL)AMINO]ACETALDEHYDE